tert-butyl (2-((cyclopentylthio)methyl)pyridin-4-yl)carbamate C1(CCCC1)SCC1=NC=CC(=C1)NC(OC(C)(C)C)=O